7-(3-Hydroxy-3-methylcyclobutyl)-2-(2-phenylquinolin-7-yl)-4,5,6,7-tetrahydropyrazolo[1,5-a]pyrimidine-3-carbonitrile OC1(CC(C1)C1CCNC=2N1N=C(C2C#N)C2=CC=C1C=CC(=NC1=C2)C2=CC=CC=C2)C